N1C=C(C2=CC=CC=C12)CC(=O)N[C@@H](CS)C(=O)O (2-(1H-indol-3-yl)acetyl)cysteine